N-(3-((2,5-dichloropyrimidin-4-yl)amino)-4-fluorophenyl)-2-fluoroacrylamide ClC1=NC=C(C(=N1)NC=1C=C(C=CC1F)NC(C(=C)F)=O)Cl